4-bromo-3-chloro-2-fluoro-7,7-dimethyl-5,8-dihydropyrano[4,3-b]pyridine BrC1=C2C(=NC(=C1Cl)F)CC(OC2)(C)C